COC1=C(NCC#CC=2C=C(C3=C(C(=CO3)C(C(F)(F)F)O)C2)C(=O)N[C@@H]2[C@H](CN(CC2)C(=O)OC(C)(C)C)C)C=CC(=C1)S(=O)(=O)C tert-butyl (3S,4S)-4-[[5-[3-(2-methoxy-4-methylsulfonyl-anilino)prop-1-ynyl]-3-(2,2,2-trifluoro-1-hydroxy-ethyl)benzofuran-7-carbonyl]amino]-3-methyl-piperidine-1-carboxylate